trihexyltetradecylphosphonium bistrifluoromethanesulfonimide salt [N-](S(=O)(=O)C(F)(F)F)S(=O)(=O)C(F)(F)F.C(CCCCC)[P+](CCCCCCCCCCCCCC)(CCCCCC)CCCCCC